The molecule is a urea that consists of 1-butylurea having a 4-hydroxymethylbenzenesulfonyl group attached at the 3-position. It has a role as a metabolite. It is a sulfonamide, a member of ureas and a member of benzyl alcohols. CCCCNC(=O)NS(=O)(=O)C1=CC=C(C=C1)CO